CN(C1=CC=C(C=C1)/C=C/C=O)C (E)-3-(4-(dimethylamino)phenyl)acrolein